CC1=CN=NN1C[C@@H](C)C=1C=C(C=CC1)NC(C1=NC(=CC=C1)C(F)(F)F)=O (S)-N-(3-(1-(5-methyl-1H-1,2,3-triazol-1-yl)propan-2-yl)phenyl)-6-(trifluoro-methyl)picolinamide